(P)-3-chloro-4-((3,5-difluoropyridin-2-yl)methoxy)-5',6-dimethyl-2-oxo-2H-[1,4'-bipyridine] ClC=1C(N(C(=CC1OCC1=NC=C(C=C1F)F)C)C1=CC=NC=C1C)=O